(2-aminoethoxy)[(2R)-2-[(13Z)-docos-13-enoyloxy]-3-(hexadecanoyloxy)propoxy]phosphinic acid NCCOP(O)(=O)OC[C@@H](COC(CCCCCCCCCCCCCCC)=O)OC(CCCCCCCCCCC\C=C/CCCCCCCC)=O